FC1=CN=C(C(=C1C(=O)OCC)OC=1C(=NC(=CC1)F)C)C(F)(F)F ethyl 5-fluoro-3-((6-fluoro-2-methylpyridin-3-yl)oxy)-2-(trifluoromethyl)isonicotinate